C(#N)C=1C=2CCCC2C(=C2CCCC12)NC(=O)NS(=O)(=O)C=1OC2=C(C1)C(CCC2)(C)O N-((8-cyano-1,2,3,5,6,7-hexahydro-s-indacen-4-yl)carbamoyl)-4-hydroxy-4-methyl-4,5,6,7-tetrahydrobenzofuran-2-sulfonamide